1-methyl-6-nitroindolin-2-one CN1C(CC2=CC=C(C=C12)[N+](=O)[O-])=O